2-[[4-Amino-2-(ethoxymethyl)-6-methyl-1H-imidazo[4,5-c]pyridin-7-yl]sulfanyl]-5-(diethylaminomethyl)phenol NC1=NC(=C(C2=C1N=C(N2)COCC)SC2=C(C=C(C=C2)CN(CC)CC)O)C